4-(13-propenoyl-1,4,7,10,13-pentaoxatridecyl)-benzophenone C(C=C)(=O)OCCOCCOCCOCCOC1=CC=C(C(=O)C2=CC=CC=C2)C=C1